FC(CC(=O)F)(Cl)F 3,3-difluoro-3-chloro-propionyl fluoride